methyl (R)-7-bromo-4-(2-((tert-butoxycarbonyl)amino)-3-((tert-butyldimethylsilyl)oxy)propyl)-2,2-difluoro-3,4-dihydro-2H-thieno[3,4-b][1,4]oxazine-5-carboxylate BrC=1SC(=C2C1OC(CN2C[C@H](CO[Si](C)(C)C(C)(C)C)NC(=O)OC(C)(C)C)(F)F)C(=O)OC